NC(C)(C)C1=CC(=NC(=C1)C1=CC(=C(C=C1)C)C)OC1[C@@H]2CN(C[C@H]12)C(=O)C1=C(N=C(S1)C1=NC=CC=N1)C ((1R,5S,6s)-6-((4-(2-aminopropan-2-yl)-6-(3,4-dimethylphenyl)pyridin-2-yl)oxy)-3-azabicyclo[3.1.0]hexan-3-yl)(4-methyl-2-(pyrimidin-2-yl)thiazol-5-yl)methanone